BrCC=1OC(OC1CCC)=O 4-(bromomethyl)-5-propyl-1,3-dioxol-2-one